tert-Butyl N-[(3-bromo-2-hydroxyphenyl)methyl]carbamate BrC=1C(=C(C=CC1)CNC(OC(C)(C)C)=O)O